NC1=C(C=C(C=N1)C=1C=C2N(N1)CCC21CN(C1)C(=O)NC(C)C=1C(=NN(C1C)C)C)C(F)(F)F 2'-[6-amino-5-(trifluoromethyl)pyridin-3-yl]-N-[1-(1,3,5-trimethyl-1H-pyrazol-4-yl)ethyl]-5',6'-dihydro-1H-spiro[azetidine-3,4'-pyrrolo[1,2-b]pyrazole]-1-carboxamide